9-Hydroxy-12-(4-methoxyphenyl)-5-methyl-4-thia-2,12-diazatricyclo[7.3.0.03,7]dodeca-1,3(7),5-trien-8-one OC12C(C=3C=C(SC3N=C2N(CC1)C1=CC=C(C=C1)OC)C)=O